C12CN(CC2C1)C1=NC2=C(C=C(C=C2C(N1C)=O)Br)C(C)O 2-(3-Azabicyclo[3.1.0]hexan-3-yl)-6-bromo-8-(1-hydroxyethyl)-3-methylquinazolin-4(3H)-one